NC1=NC=2C=C(C=CC2C2=C1COC2)CN(C(=O)C=2C=NC(=CC2)C2CC2)C2=CC=CC=1CCS(C12)(=O)=O N-({4-amino-1H,3H-furo[3,4-c]quinolin-7-yl}methyl)-6-cyclopropyl-N-(1,1-dioxo-2,3-dihydro-1λ6-benzothiophen-7-yl)pyridine-3-carboxamide